N1=C(OC2=NC=CC=C21)C2=CC=C(C=C2)NC(=O)C2CS(CC2)(=O)=O N-(4-oxazolo[5,4-b]pyridin-2-ylphenyl)-1,1-dioxo-thiolane-3-carboxamide